C(CC[NH2+]CC[C@@H](C(=O)[O-])[NH3+])C[NH3+] The molecule is the alpha-amino-acid cation formed from carboxyspermidine by zwitterion formation between the carboxy and alpha-amino groups and protonation of the nitrogen atoms at positions 5 and 10; the major structure of carboxyspermidine at pH 7.3. It is a conjugate acid of a carboxyspermidine.